CN(CCCN(C(O)=O)C1=NC2=C(N1)C=CC(=C2)C2=NNC(C1=CC=CC(=C21)F)=O)C.S(=O)([O-])C(C[NH3+])CS(=O)(=O)O 2-sulfinato-3-sulfopropyl-ammonium 3-(Dimethylamino)propyl-(5-(8-fluoro-4-oxo-3,4-dihydrophthalazin-1-yl)-1H-benzimidazol-2-yl)carbamate